7-((5-(1-(N-morpholinyl)ethyl)pyridin-2-yl)amino)-1-oxoisoindoline-2-carboxylic acid tert-butyl ester C(C)(C)(C)OC(=O)N1C(C2=C(C=CC=C2C1)NC1=NC=C(C=C1)C(C)N1CCOCC1)=O